ClC1=CC=C(C[C@H]2CO[C@H](CN2C2CCC(CC2)C=2OC(=C(N2)C)C)CS(=O)(=O)C)C=C1 (2R,5S)-5-(4-Chlorobenzyl)-4-(4-(4,5-dimethyloxazol-2-yl)cyclohexyl)-2-((methylsulfonyl)methyl)morpholin